α-D-Arabinofuranosyl-(1→5)-[β-D-galactofuranosyl-(1→6)]-D-galactose [C@H]1([C@@H](O)[C@H](O)[C@H](O1)CO)O[C@@H]([C@@H]([C@@H]([C@H](C=O)O)O)O)CO[C@H]1[C@H](O)[C@@H](O)[C@@H](O1)[C@H](O)CO